FC(C=1C=C(C=C(C1)C(F)(F)F)C1=C(C=CC=C1)B(O)O)(F)F 3,5-bis(trifluoromethyl)phenylphenylboronic acid